6-(4-cyanophenyl)-3-((4-(4-methylpiperazin-1-yl)phenyl)amino)pyrazine-2-carboxamide ethyl-1-(piperidin-4-yl)cyclopropane-1-carboxylate C(C)OC(=O)C1(CC1)C1CCNCC1.C(#N)C1=CC=C(C=C1)C1=CN=C(C(=N1)C(=O)N)NC1=CC=C(C=C1)N1CCN(CC1)C